4-[5-[2-[[2-(4-ethoxy-4-oxo-butyryl)-6-methoxy-isoindolin-5-yl]oxymethyl]allyloxy]-6-methoxy-benzothien-2-yl]-4-oxobutanoic acid ethyl ester C(C)OC(CCC(=O)C=1SC2=C(C1)C=C(C(=C2)OC)OCC(=C)COC=2C=C1CN(CC1=CC2OC)C(CCC(=O)OCC)=O)=O